OC(C)NC=O N-(alpha-hydroxyethyl)formamide